C(C1=CC=CC=C1)(=O)N[C@H]1CN(CCC1)C(=O)NC=1C=C2C(N(C(N(C2=CC1)C(C)C)=O)CC1CC1)=O (3R)-3-(benzoylamino)-N-(3-(cyclopropylmethyl)-1-isopropyl-2,4-dioxo-1,2,3,4-tetrahydroquinazolin-6-yl)piperidine-1-carboxamide